OC(C(C)(C=1C=NN(C1)C([2H])([2H])[2H])C)C1=CC=C(C=N1)NC(OC(C)(C)C)=O tert-butyl (6-(1-hydroxy-2-methyl-2-(1-(methyl-d3)-1H-pyrazol-4-yl)propyl)pyridin-3-yl)carbamate